(3-Aminopiperidin-1-yl)(2-(6-(cyclopropanecarbonyl)-6H-thieno[2,3-b]pyrrol-5-yl)-7-methoxy-1-methyl-1H-benzo[d]imidazol-5-yl)methanone hydrochloride Cl.NC1CN(CCC1)C(=O)C1=CC2=C(N(C(=N2)C2=CC3=C(N2C(=O)C2CC2)SC=C3)C)C(=C1)OC